4-benzyl 1-tert-butyl (2R)-2-{1-[(tertbutyldimethylsilyl)-oxy]ethyl}piperazine-1,4-dicarboxylate C(C)(C)(C)[Si](OC(C)[C@@H]1N(CCN(C1)C(=O)OCC1=CC=CC=C1)C(=O)OC(C)(C)C)(C)C